(7-(((1S,4S)-4-(3,4-dichlorophenyl)-1,2,3,4-tetrahydronaphthalen-1-yl)(methyl)amino)-7-oxoheptyl)triphenylphosphine ClC=1C=C(C=CC1Cl)[C@@H]1CC[C@@H](C2=CC=CC=C12)N(C(CCCCCCC1=C(C=CC=C1)P(C1=CC=CC=C1)C1=CC=CC=C1)=O)C